C(C)OC1=C(OC=2N=NC(=CC2C(=O)NC2=CC(=CC=C2)S(=O)(=O)C)C)C=CC(=C1)F 3-(2-ethoxy-4-fluorophenoxy)-6-methyl-N-(3-(S-methylsulfonyl)phenyl)pyridazine-4-carboxamide